(2S,4S)-1-(9H-fluoren-9-yl-methoxycarbonyl)-4-phenyl-pyrrolidin-2-carboxylic acid C1=CC=CC=2C3=CC=CC=C3C(C12)COC(=O)N1[C@@H](C[C@H](C1)C1=CC=CC=C1)C(=O)O